isopropyl 3-(3-acrylamido-4-methylphenyl)-2-(4-((2-(dimethylamino)ethyl)(methyl) amino)phenyl)-4-methyl-1H-pyrrolo[2,3-b]pyridine-5-carboxylate C(C=C)(=O)NC=1C=C(C=CC1C)C1=C(NC2=NC=C(C(=C21)C)C(=O)OC(C)C)C2=CC=C(C=C2)N(C)CCN(C)C